(1-cyclopropylethyl)-6-(1-(ethylsulfonyl)ethyl)phenol C1(CC1)C(C)C1=C(C(=CC=C1)C(C)S(=O)(=O)CC)O